ClC=1C(=C(C(=CC1)F)CN)F (3-chloro-2,6-difluorophenyl)methylamine